2-heptyl-N-phenyl-5-Pyrimidinamine C(CCCCCC)C1=NC=C(C=N1)NC1=CC=CC=C1